sodium benzyl fluorophosphate P(=O)(OCC1=CC=CC=C1)([O-])F.[Na+]